2-cyclopropyl-6-((2S,6R)-2,6-dimethylmorpholinyl)isoquinolin-1(2H)-one C1(CC1)N1C(C2=CC=C(C=C2C=C1)N1C[C@@H](O[C@@H](C1)C)C)=O